2,3-dihydroxydioxane OC1OCCOC1O